FC1=C(C(=O)OC(C2=C(C=C(C(=C2)F)[N+](=O)[O-])F)=O)C=C(C(=C1)[N+](=O)[O-])F 2,5-difluoro-4-nitrobenzoic anhydride